ethyl 3-{5-chloro-4-[(2R)-2-{[(3-chloropyridin-2-yl) oxy] methyl} pyrrolidin-1-yl]-2-fluorophenyl}-3-oxopropanoate ClC=1C(=CC(=C(C1)C(CC(=O)OCC)=O)F)N1[C@H](CCC1)COC1=NC=CC=C1Cl